(4-(methoxymethyl)cyclohexyl)methylamine COCC1CCC(CC1)CN